C(CCCCCCCCC=C)S 10-undecen-1-thiol